tert-butyl (R)-3-(6-(1H-imidazol-1-yl)-4-methylpicolinamido)piperidine-1-carboxylate N1(C=NC=C1)C1=CC(=CC(=N1)C(=O)N[C@H]1CN(CCC1)C(=O)OC(C)(C)C)C